CN(C)\C=C/1\N(CCC1=O)C(C(F)(F)F)=O (E)-2-((dimethylamino)methylene)-1-(2,2,2-trifluoroacetyl)pyrrolidin-3-one